2,3,5,6-tetrafluoro-4-pyridinethiolate FC1=NC(=C(C(=C1F)[S-])F)F